tert-butyl (R)-2-((5-chloro-7-(6-(((S)-1,3-dioxohexahydropyrrolo[1,2-a]pyrazin-2(1H)-yl)methyl)pyrrolo[2,1-f][1,2,4]triazin-4-yl)-1H-indol-1-yl)methyl)morpholine-4-carboxylate ClC=1C=C2C=CN(C2=C(C1)C1=NC=NN2C1=CC(=C2)CN2C([C@H]1N(CC2=O)CCC1)=O)C[C@@H]1CN(CCO1)C(=O)OC(C)(C)C